NC1=NC=CC=C1C1=NC=2C(=NC(=CC2)C2=CC=CC=C2)N1C1=C(C=C(C=C1)NC(OC(C)(C)C)=O)F tert-butyl (4-(2-(2-aminopyridin-3-yl)-5-phenyl-3H-imidazo[4,5-b]pyridin-3-yl)-3-fluorophenyl)carbamate